C(C1=CC=CC=C1)N1N=CC2=CC=C(C=C12)C=1C=NC(N(C1)C)=O 5-(1-benzyl-1H-indazol-6-yl)-1-methylpyrimidin-2(1H)-one